3-{3-[4-(2-Difluoromethyl-6-oxo-1-propyl-6,7-dihydro-1H-purin-8-yl)-pyrazol-1-yl]-prop-1-ynyl}-benzoic acid FC(C=1N(C(C=2NC(=NC2N1)C=1C=NN(C1)CC#CC=1C=C(C(=O)O)C=CC1)=O)CCC)F